3-acetyl-8-bromo-5-chloro-1-(3-chloro-4-fluorobenzyl)-2-(methylsulfinyl)quinolin-4(1H)-one C(C)(=O)C1=C(N(C2=C(C=CC(=C2C1=O)Cl)Br)CC1=CC(=C(C=C1)F)Cl)S(=O)C